F[Si][Si](F)(F)F Tetrafluorodisilane